1-(Difluoromethyl)-N-(4-(6-fluoro-3,4-dihydroisoquinolin-2(1H)-yl)-2,6-dimethylphenyl)cyclopentane-1-formamide FC(C1(CCCC1)C(=O)NC1=C(C=C(C=C1C)N1CC2=CC=C(C=C2CC1)F)C)F